ethyl (E)-3-(5-((2-cyanopyridin-4-yl)oxy)-6-fluoro-1H-indol-4-yl)acrylate C(#N)C1=NC=CC(=C1)OC=1C(=C2C=CNC2=CC1F)/C=C/C(=O)OCC